3-butylheptyl 8-((3-((tert-butoxycarbonyl)amino)propyl)(8-oxo-8-(pentadecan-8-yloxy)octyl)amino)octanoate C(C)(C)(C)OC(=O)NCCCN(CCCCCCCC(=O)OCCC(CCCC)CCCC)CCCCCCCC(OC(CCCCCCC)CCCCCCC)=O